3-(isoquinolin-4-yl)-2-oxo-1-((R)-1-(3,3,3-trifluoropropyl)pyrrolidin-3-yl)imidazolidine-4-carbonitrile C1=NC=C(C2=CC=CC=C12)N1C(N(CC1C#N)[C@H]1CN(CC1)CCC(F)(F)F)=O